2-(4-chloro-3-fluorophenoxy)-N-(3-{2-[(3-chlorophenyl)methoxy]acetylamino}-bicyclo[1.1.1]pentan-1-yl)acetamide ClC1=C(C=C(OCC(=O)NC23CC(C2)(C3)NC(COCC3=CC(=CC=C3)Cl)=O)C=C1)F